BrC1=CC(=CC=2N=C3N([C@@H](CCC3)C)C21)C(=O)NC2=CC=C(C=C2)OC(F)(F)Cl (R)-9-bromo-N-(4-(chlorodifluoromethoxy)phenyl)-1-methyl-1,2,3,4-tetrahydrobenzo[4,5]imidazo[1,2-a]pyridine-7-carboxamide